OC1=C(CC=C(S1)C=1SC=C(N1)OC)OC(F)(F)F 6-hydroxy-2-(4-methoxythiazol-2-yl)-5-(trifluoromethoxy)-4H-thiopyran